C(C)(C)(C)OC([C@H](NC(=O)OC(C)(C)C)CC(=O)O)=O N-BOC-D-aspartic acid-1-tert-butyl ester